4-cyclopentyl-3-methoxyaniline C1(CCCC1)C1=C(C=C(N)C=C1)OC